ClC=1C=NC(=C(C(=O)NC2CCC(CC2)CN2C(N(C3=NC=CC=C32)C=3C=C2C=NN(C2=CC3)C)=O)C1)C(F)F 5-chloro-2-(difluoromethyl)-N-((1r,4r)-4-((3-(1-methyl-1H-indazol-5-yl)-2-oxo-2,3-dihydro-1H-imidazo[4,5-b]pyridin-1-yl)methyl)cyclohexyl)nicotinamide